COC([C@@H](N(C)C)CC1=CNC=N1)=O N,N-dimethyl-L-histidine methyl ester